[Ba+2].P(=O)([O-])([O-])[O-].OCC(C(=O)O)=O.P(=O)([O-])([O-])[O-].[Ba+2].[Ba+2] hydroxypyruvic acid phosphate barium salt